[O].O.[Fe] iron water oxygen